C1(CC1)C([C@@H](C(=O)NC=1C=NN(C1)CC=1N(N=NC1)CC)NC(=O)C=1N(N=CC1)C(C)C)C1CC1 N-[(1S)-1-(dicyclopropylmethyl)-2-[[1-[(3-ethyltriazol-4-yl)methyl]pyrazol-4-yl]amino]-2-oxo-ethyl]-2-isopropyl-pyrazole-3-carboxamide